OC[C@H](C1=CC=CC=C1)NC1=NC(=NC=C1C(=O)OCC)NC1=CC2=C(C=N1)C=NN2C(C)C ethyl (S)-4-((2-hydroxy-1-phenylethyl)amino)-2-((1-isopropyl-1H-pyrazolo[4,3-c]pyridin-6-yl)amino)pyrimidine-5-carboxylate